sodium bromomalonate BrC(C(=O)[O-])C(=O)[O-].[Na+].[Na+]